1-(4-(2,6-dioxopiperidin-3-yl)-3,5-difluorophenyl)azetidin-3-yl (1R,3S,5R,7R)-adamantan-2-ylcarbamate C12C(C3CC(CC(C1)C3)C2)NC(OC2CN(C2)C2=CC(=C(C(=C2)F)C2C(NC(CC2)=O)=O)F)=O